(12R)-16-(cyclopropylmethyl)-13-ethyl-8-methoxy-12-methyl-12,13,16,17,18,19,20,21-octahydro-6,23-(azeno)-11,7-(metheno)imidazo[2,1-c][1,4,10,13,15]oxatetraazacyclohenicosin-14(15H)-one C1(CC1)CC1NC(N([C@@H](C=2N=CC(=C(C3=CN4C(C(OCCCCC1)=N3)=NC=C4)C2)OC)C)CC)=O